2-((2S)-1-propenoyl-4-(3,4-difluoro-2'-(((S)-1-methylpyrrolidin-2-yl)methoxy)-5',8'-dihydro-6'H-spiro[inden-1,7'-quinazolin]-4'-yl)piperazin-2-yl)acetonitrile C(C=C)(=O)N1[C@H](CN(CC1)C1=NC(=NC=2CC3(CCC12)C=C(C1=C(C=CC=C13)F)F)OC[C@H]1N(CCC1)C)CC#N